COC1=CC=C(C=C1)C#CC1=CC=C2C=C(C(OC2=C1)=O)C(=O)O 7-(4-methoxyphenyl-ethynyl)coumarin-3-carboxylic acid